FC1(CCN(CC12CCCC2)C(=O)OC(C)(C)C)CN2C=NC(=CC2=O)C2=CC=CC=C2 tert-Butyl 10-fluoro-10-((6-oxo-4-phenylpyrimidin-1(6H)-yl)methyl)-7-azaspiro[4.5]decane-7-carboxylate